2-chloro-7-cyclobutyl-7H-purine ClC1=NC=C2N(C=NC2=N1)C1CCC1